N=1C=NN2C1C=C(C=C2)OC2=C(C=C(C=C2)NC=2C1=C(N=CN2)C=C(C(=N1)Cl)Br)F N-(4-([1,2,4]triazolo[1,5-a]pyridin-7-yloxy)-3-fluorophenyl)-7-bromo-6-chloropyrido[3,2-d]pyrimidin-4-amine